FC(OCC[C@H]1N(C[C@H](C1)OC1=CC=C(C=C1)C(F)(F)F)C1=CC=C(C(=O)OC)C=C1)(F)F methyl 4-((2R,4S)-2-(2-(trifluoromethoxy)ethyl)-4-(4-(trifluoromethyl)phenoxy)pyrrolidin-1-yl)benzoate